2-(7-((2S,5R)-2,5-diethyl-4-(1-(quinolin-6-yl)ethyl)piperazin-1-yl)-4-methyl-5-oxo-4,5-dihydro-2H-pyrazolo[4,3-b]pyridin-2-yl)acetonitrile C(C)[C@@H]1N(C[C@H](N(C1)C(C)C=1C=C2C=CC=NC2=CC1)CC)C=1C=2C(N(C(C1)=O)C)=CN(N2)CC#N